[N-]=C=O.[N-]=C=O.C(C1=CC(C#N)=CC=C1)#N isophthalonitrile diisocyanate